(2S,3aR,4R,5R,7S,8S,9R,9aS,12R)-8-(formyloxy)-5-hydroxy-4,7,9,12-tetramethyl-3-oxo-7-vinyldecahydro-4,9a-propanocyclopenta[8]annulen-2-yl 2,2-dichloroacetate ClC(C(=O)O[C@@H]1C([C@@H]2[C@]3([C@H]([C@@H]([C@@](C[C@H]([C@@]2([C@@H](CC3)C)C)O)(C=C)C)OC=O)C)C1)=O)Cl